ClC1=C(N)C(=CC(=C1)C(F)(F)F)Cl 2,6-dichloro-4-trifluoromethylaniline